benzyl 1-{[4-({(tert-butoxycarbonyl)[(1R,2S)-2-phenylcyclopropyl] amino} methyl)-4-(methoxymethyl)piperidin-1-yl]methyl}cyclobutanecarboxylate C(C)(C)(C)OC(=O)N([C@H]1[C@@H](C1)C1=CC=CC=C1)CC1(CCN(CC1)CC1(CCC1)C(=O)OCC1=CC=CC=C1)COC